tert-Butyl (3-phenyl-5-propanoyl-2,3,4,5-tetrahydro-1,5-benzoxazepin-8-yl)carbamate C1(=CC=CC=C1)C1COC2=C(N(C1)C(CC)=O)C=CC(=C2)NC(OC(C)(C)C)=O